6-bromo-N-((1R)-1-(2-(trifluoromethyl)pyrimidin-5-yl)ethyl)cinnolin-4-amine BrC=1C=C2C(=CN=NC2=CC1)N[C@H](C)C=1C=NC(=NC1)C(F)(F)F